C(C)(C)(C)OC(=O)N1CC(CC1)(C)C=O 3-Formyl-3-methylpyrrolidine-1-carboxylic acid tert-butyl ester